NC1=NC=NN2C1=C(C=C2C2=NN(C=C2)C)C2=CC(=C(C=C2)NC(O)=O)OC (4-(4-amino-7-(1-methyl-1H-pyrazol-3-yl)pyrrolo[2,1-F][1,2,4]triazine-5-yl)-2-methoxyphenyl)carbamic acid